C(C)C=1C(=CC=C2C=C(C=C(C12)C1=C(C=2N=C(N=CC2C=N1)OC[C@]12CCCN2C[C@@H](C1)F)F)O)F 7-(8-ethyl-7-fluoro-3-hydroxynaphthalen-1-yl)-8-fluoro-2-(((2R,7aS)-2-fluorotetrahydro-1H-pyrrolizin-7a(5H)-yl)methoxy)pyrido[4,3-d]pyrimidin